(S)-6,6-dimethyl-N'-((5-methyl-2,3-dihydro-1H-inden-4-yl)carbamoyl)-6,7-dihydro-5H-pyrazolo[5,1-b][1,3]oxazine-3-sulfonimidamide CC1(CN2C(OC1)=C(C=N2)[S@](=O)(N)=NC(NC2=C1CCCC1=CC=C2C)=O)C